2-amino-2-(hydroxymethyl)propane-1,3-diol hydrochloride Cl.NC(CO)(CO)CO